N,N',N''-trimethyl(diethylenetriamine) CNCCN(CCNC)C